4-(7-bromo-2-(3-(pyridin-3-yl)-1H-pyrazol-1-yl)pyrido[3,2-d]pyrimidin-4-yl)morpholine BrC1=CC=2N=C(N=C(C2N=C1)N1CCOCC1)N1N=C(C=C1)C=1C=NC=CC1